silver hydrogen oxalate C(C(=O)[O-])(=O)O.[Ag+]